N1N=CC2=CC(=CC=C12)NC(=O)C12C(C(=NO1)C=1C=NC=C(C1)C1=CSC=C1)C1CCC2C1 N-(1H-Indazol-5-yl)-3-(5-(thiophen-3-yl)pyridin-3-yl)-3a,4,5,6,7,7a-hexahydro-4,7-methanobenzo[d]isoxazole-7a-carboxamide